C1(CC1)C=1C=CC(=NC1F)C(NC(=O)C1N(CC(C1)F)C(CN1N=CC(=C1)C(F)(F)F)=O)C1=CC=CC=C1 N-[(5-cyclopropyl-6-fluoropyridin-2-yl)(phenyl)methyl]-4-fluoro-1-{2-[4-(trifluoromethyl)-1H-pyrazol-1-yl]acetyl}pyrrolidine-2-carboxamide